1-((2-ethylhexyl)oxy)-4-iodobenzene C(C)C(COC1=CC=C(C=C1)I)CCCC